tert-butyl 4-[5-(2-methoxyethyl)-1,3-benzoxazol-2-yl]piperidine-1-carboxylate COCCC=1C=CC2=C(N=C(O2)C2CCN(CC2)C(=O)OC(C)(C)C)C1